CN1CCN(CC1)C(=O)C1=NN2C(CN(CCC2)C(=O)OC(C)(C)C)=C1 tert-butyl 2-(4-methylpiperazine-1-carbonyl)-4,6,7,8-tetrahydropyrazolo[1,5-a][1,4]diazepine-5-carboxylate